dimethyl-pentamethylcyclopentadienyl-(1-isobutyl-1,5,6,7-tetrahydro-s-indacenyl)hafnium C[Hf](C1(C=CC2=CC=3CCCC3C=C12)CC(C)C)(C1(C(=C(C(=C1C)C)C)C)C)C